C(C)(C)(C)OC(=O)[C@@H](CCCCN(CC1=CC=CC=C1)CC1=CC=CC=C1)[C@@H]1CN(CC1)C(=O)OC(C)(C)C tert-Butyl (3R)-3-[(1S)-1-tert-butoxycarbonyl-5-(dibenzylamino)pentyl]pyrrolidine-1-carboxylate